ClC=1C=C2C(=NC1)C(N(N2)[C@H](C)C2CCC(CC2)C2=CC=NC1=CC=C(C=C21)F)=O 6-chloro-2-((R)-1-((1s,4S)-4-(6-fluoroquinolin-4-yl)cyclohexyl)ethyl)-1,2-dihydro-3H-pyrazolo[4,3-b]pyridin-3-one